2-{methyl-[6-octyl-4-(pyridin-4-yloxy)quinolin-2-yl]amino}acetic acid CN(CC(=O)O)C1=NC2=CC=C(C=C2C(=C1)OC1=CC=NC=C1)CCCCCCCC